1-(2,4-difluorophenyl)ethan-1-ol FC1=C(C=CC(=C1)F)C(C)O